C(C)(C)(CC)OC[SiH3] tert-pentyloxymethyl-silane